phosphomethyl-pyrimidine P(=O)(=O)CC1=NC=CC=N1